5-iodo-N-methylisatoic anhydride IC1=CC=C2C(C(=O)OC(N2C)=O)=C1